3,12-dioxa-6,9-dithiatetradeca-1,13-diene C=COCCSCCSCCOC=C